6-((1H-indazol-5-yl)methyl)-2,4-dimethyl-4,6-dihydro-5H-thiazolo[5',4':4,5]pyrrolo[2,3-d]pyridazin-5-one N1N=CC2=CC(=CC=C12)CN1N=CC2=C(C1=O)N(C1=C2SC(=N1)C)C